N-(3-((5-(4-bromo-3-chloro-5-fluorophenyl)-2-((1-methyl-1H-pyrazol-4-yl)amino)pyrimidin-4-yl)amino)-5-fluorophenyl)acrylamide BrC1=C(C=C(C=C1F)C=1C(=NC(=NC1)NC=1C=NN(C1)C)NC=1C=C(C=C(C1)F)NC(C=C)=O)Cl